O1COC2=C1C=CC(=C2)C=2C(=C(COC1=C(C=C(C=C1)/C=C(/C(=O)N)\C#N)Cl)C=CC2)Br (E)-3-(4-((3-(benzo[d][1,3]dioxol-5-yl)-2-bromobenzyl)oxy)-3-chlorophenyl)-2-cyanoacrylamide